O(C)[SiH](OC)OC trimethoxyl-silane